BrC1=CC=CC=2N=CSC21 7-bromo-1,3-benzothiazole